CC(C)(SC1=CC(=C(C(=C1)C(C)(C)C)O)C(C)(C)C)SC1=CC(=C(C(=C1)C(C)(C)C)O)C(C)(C)C 4,4'-[propane-2,2-diylbis(sulfanediyl)]bis[2,6-bis(1,1-dimethylethyl)phenol]